Cl.Cl.C1N(CCC2=CC=CC=C12)C[C@H](CN1C[C@H](OC2=C(C1=O)C=CC(=C2)O[C@H]2CNCC2)C)O (2R)-4-[(2R)-3-(3,4-dihydro-1H-isoquinolin-2-yl)-2-hydroxy-propyl]-2-methyl-8-[(3R)-pyrrolidin-3-yl]oxy-2,3-dihydro-1,4-benzoxazepin-5-one dihydrochloride